CC1=CC2=C(C=N1)C(=NN2)C(=O)OCC ethyl 6-methyl-1H-pyrazolo[4,3-c]pyridine-3-carboxylate